CC(CC(=O)O)CCCC(C)C 3,7-dimethyloctanoic acid